(1S,2R)-2-((S)-5-Bromo-8-((7-methoxy-1-methyl-1H-benzo[d][1,2,3]triazol-5-yl)methoxy)-1-((1-oxoisoindolin-2-yl)methyl)-1,2,3,4-tetrahydroisochinolin-2-carbonyl)cyclohexan BrC1=C2CCN([C@@H](C2=C(C=C1)OCC1=CC2=C(N(N=N2)C)C(=C1)OC)CN1C(C2=CC=CC=C2C1)=O)C(=O)C1CCCCC1